C(#N)CNC(CN1C(N(CC12CCC(CC2)(C2=CC=CC=C2)N(C)C)CC2=CC=C(C=C2)OC)=O)=O CIS-N-(Cyano-methyl)-2-[8-dimethylamino-3-[(4-methoxyphenyl)-methyl]-2-oxo-8-phenyl-1,3-diazaspiro[4.5]decan-1-yl]-acetamide